(3-chloro-4-hydroxy-5-isobutyrylphenyl)carbamic acid tert-butyl ester C(C)(C)(C)OC(NC1=CC(=C(C(=C1)C(C(C)C)=O)O)Cl)=O